Methyl-(2S)-2-[4-bromo-2-(5-cyclopropyl-4-butoxy-4,5-dihydroisoxazol-3-yl)phenoxy]propanoat COC([C@H](C)OC1=C(C=C(C=C1)Br)C1=NOC(C1OCCCC)C1CC1)=O